[Cl-].[NH4+].C(CCCCCCC\C=C/CCCCCCCC)(=O)CC(C(C)(C)C)C(CCCCCCC\C=C/CCCCCCCC)=O 1,2-dioleoyltrimethylpropane ammonium chloride